(2r,3s,4s,5r)-3-(3,4-difluoro-2-hydroxy-phenyl)-4,5-dimethyl-5-(trifluoromethyl)tetrahydrofuran-2-carboxylic acid FC=1C(=C(C=CC1F)[C@H]1[C@@H](O[C@]([C@H]1C)(C(F)(F)F)C)C(=O)O)O